N1=C(C=CC=C1)CNCC1=CC=C(CN([C@H]2CCCC=3C=CC=NC23)C[C@@H]2N(CC3=CC=CC=C3C2)C(=O)OC(C)(C)C)C=C1 Tert-butyl (R)-3-(((4-(((pyridin-2-ylmethyl)amino)methyl)benzyl)((S)-5,6,7,8-tetrahydroquinolin-8-yl)amino)methyl)-3,4-dihydroisoquinoline-2(1H)-carboxylate